C(C)(C)(C)OC(N[C@@H]1[C@H](CCCC1)N)=O ((1S,2S)-2-aminocyclohexyl)carbamic acid tert-butyl ester